C[Si](OOC(C)(C)C1=CC=CC=C1)(C)C trimethyl((2-phenylpropan-2-yl)peroxy)silane